CC(CN1C(C=CC2=C1N=C(N=C2)N[C@@H](C)C2=CC=C(C=C2)C=2C=NN(C2)C)=O)(C)C 8-(2,2-Dimethylpropyl)-2-({(1S)-1-[4-(1-methyl-1H-pyrazol-4-yl)phenyl]ethyl}amino)pyrido[2,3-d]pyrimidin-7(8H)-on